FC1=CC=C2C(NC(=NC2=C1)N1CCN(CC1)C(=O)C1=CC2=C(N=C(O2)C2=CC=CC=C2)C=C1)=O 7-Fluoro-2-[4-(2-phenyl-1,3-benzoxazole-6-carbonyl)piperazin-1-yl]-3H-quinazolin-4-one